(Z)-4-(1-(4-amino-2-fluorobut-2-en-1-yl)-2-isopropyl-1H-benzo[d]imidazol-4-yl)-N,N-dimethylbenzenesulfonamide hydrochloride Cl.NC\C=C(\CN1C(=NC2=C1C=CC=C2C2=CC=C(C=C2)S(=O)(=O)N(C)C)C(C)C)/F